C(C)(C)(C)OC(=O)N1C[C@H]([C@@H](CC1)O)F (3R,4R)-3-fluoro-4-hydroxy-piperidine-1-carboxylic acid tert-butyl ester